C1(CC1)C=1N=NN(C1)[C@H](C(=O)N1[C@@H](C[C@H](C1)O)C(=O)NCCCC1=CC=C(C=C1)S(=O)(=O)N1C(CCCC1)C)C(C)(C)C (2S,4r)-1-[(2S)-2-(4-cyclopropyl-triazol-1-yl)-3,3-dimethyl-butyryl]-4-hydroxy-N-[3-[4-[(2-methyl-1-piperidinyl)sulfonyl]phenyl]propyl]pyrrolidine-2-carboxamide